methyl 2-(1-aminocyclopropaneamido)-3-(2-chlorobenzoyl)-4H,5H,6H-cyclopenta[b]thiophene-5-carboxylate NC1(CC1)C(=O)NC1=C(C2=C(S1)CC(C2)C(=O)OC)C(C2=C(C=CC=C2)Cl)=O